Br[P]Br dibromophosphorus